(4-methylpiperazin-1-yl)(4-((4-(3-((2-((1S)-1-((tetrahydro-2H-pyran-2-yl)oxy)ethyl)-1H-imidazol-1-yl)methyl)isoxazol-5-yl)phenyl)ethynyl)phenyl)methanone CN1CCN(CC1)C(=O)C1=CC=C(C=C1)C#CC1=CC=C(C=C1)C1=CC(=NO1)CN1C(=NC=C1)[C@H](C)OC1OCCCC1